O1[C@@H](CCC=C1)C(=O)N1[C@H](C2=CC=CC=C2CC1)C1=CC=C(C=C1)F ((S)-3,4-dihydro-2H-pyran-2-yl)((S)-1-(4-fluorophenyl)-3,4-dihydroisoquinolin-2(1H)-yl)methanone